2-methyl-N-[(1S)-1-[3-[2-(trifluoromethyl)-4-pyridinyl]isoxazol-5-yl]ethyl]-5-(trifluoromethyl)pyrazole-3-carboxamide CN1N=C(C=C1C(=O)N[C@@H](C)C1=CC(=NO1)C1=CC(=NC=C1)C(F)(F)F)C(F)(F)F